O1C(=CC=C1)CC1=C(O)C=CC(=C1)O 2-(2-furylmethyl)hydroquinone